(3-fluorophenyl)quinazoline-2,4-diamine FC=1C=C(C=CC1)C1=C2C(=NC(=NC2=CC=C1)N)N